2-[(1-methyl-1H-pyrazol-4-yl)amino]-4-neopentylamino-pyrimidin CN1N=CC(=C1)NC1=NC=CC(=N1)NCC(C)(C)C